N-(2-Chloro-3-(2,3-dichloropyridin-4-yl)phenyl)-1-methyl-5-(3,3,3-trifluoropropyl)-4,5,6,7-tetrahydro-1H-imidazo[4,5-c]pyridine-2-carboxamide ClC1=C(C=CC=C1C1=C(C(=NC=C1)Cl)Cl)NC(=O)C=1N(C2=C(CN(CC2)CCC(F)(F)F)N1)C